β-naphthyl anthranilate C(C=1C(N)=CC=CC1)(=O)OC1=CC2=CC=CC=C2C=C1